CCCCC=CCCCC=CC=CC=C Pentadecane-5,10,12,14-tetraene